C1(=CC=CC=C1)C=1C=C(C=C(C1)C1=CC=CC=C1)B(O)O (3,5-Diphenylphenyl)boronic acid